3-(2-((((3S,4S)-8-(6-amino-5-((2-amino-3-chloropyridin-4-yl)thio)pyrazin-2-yl)-3-methyl-2-oxa-8-azaspiro[4.5]decan-4-yl)amino)methyl)phenyl)piperidine-2,6-dione NC1=C(N=CC(=N1)N1CCC2([C@@H]([C@@H](OC2)C)NCC2=C(C=CC=C2)C2C(NC(CC2)=O)=O)CC1)SC1=C(C(=NC=C1)N)Cl